C1OC1C1OC1 diepoxybutane